ClC=1N=C(C2=C(N1)CC[S+]2[O-])N[C@H](CC)C 2-chloro-N-[(1S)-1-methylpropyl]-5-oxido-6,7-dihydro-thieno[3,2-d]pyrimidin-5-ium-4-amine